5-({3-fluoro-2-[(methylsulfamoyl)amino]pyridin-4-yl}methyl)-N,4-dimethylpyridin-3-amine FC=1C(=NC=CC1CC=1C(=C(C=NC1)NC)C)NS(NC)(=O)=O